(4-(2-(2,5-dimethyl-1,2,3,4-tetrahydroisoquinolin-7-yl)-5-tosyl-5H-pyrrolo[2,3-b]pyrazin-7-yl)-2-methylphenyl)(3-hydroxyazetidin-1-yl)methanone CN1CC2=CC(=CC(=C2CC1)C)C=1N=C2C(=NC1)N(C=C2C2=CC(=C(C=C2)C(=O)N2CC(C2)O)C)S(=O)(=O)C2=CC=C(C)C=C2